(2-chloro-6-methylphenyl)-2-[[6-[4-(2-hydroxyethyl)-1-piperazinyl]-2-methyl-4-pyrimidinyl]amino]-5-thiazolecarboxamide monohydrate O.ClC1=C(C(=CC=C1)C)C=1N=C(SC1C(=O)N)NC1=NC(=NC(=C1)N1CCN(CC1)CCO)C